ClC=1C=NC=C(C1[C@@H](C)OC=1C=C2C(=NNC2=CC1)C=1C=CC(=NC1)N1[C@H](CCC1)CO)Cl ((R)-1-(5-(5-((R)-1-(3,5-dichloropyridin-4-yl)ethoxy)-1H-indazol-3-yl)pyridin-2-yl)pyrrolidin-2-yl)methanol